(R)-N-(1-cyanocyclopropyl)-9-(5-(difluoromethyl)-1,3,4-thiadiazol-2-yl)-4-(1-(2-methoxypropanoyl)piperidin-4-yl)-9H-pyrimido[4,5-b]indole-7-sulfonamide C(#N)C1(CC1)NS(=O)(=O)C1=CC=C2C3=C(N(C2=C1)C=1SC(=NN1)C(F)F)N=CN=C3C3CCN(CC3)C([C@@H](C)OC)=O